C1(CC=CCC1)=O cyclohexan-3-en-1-one